COC(=O)C1=CC=C(C=C1)C1NCCC(C1)C=1SC(=CC1)F 2-(4-(methoxycarbonyl)phenyl)-4-(5-fluorothiophen-2-yl)piperidine